C(C1=CC=CC=C1)C1=C(C(=CC(=C1)N)C1=CC=CC=C1)N benzylbiphenyl-2,5-diamine